1-(3,4-dihydroxyphenyl)-2-(4-(2-methoxyphenyl)piperazin-1-yl)ethan-1-one OC=1C=C(C=CC1O)C(CN1CCN(CC1)C1=C(C=CC=C1)OC)=O